FC1=C(C(=CC(=C1)C#CC=1C=NC=C(C1)F)F)NS(=O)(=O)C1=C(C(=CC(=C1)C)F)C N-[2,6-difluoro-4-[2-(5-fluoro-3-pyridyl)ethynyl]phenyl]-3-fluoro-2,5-dimethyl-benzenesulfonamide